C(CCCCCCCCCCC)SC(=S)SC(C(=O)OC)CCCC(C(=O)OC)SC(=S)SCCCCCCCCCCCC Dimethyl 2,6-di((dodecylthio)thiocarbonylthio)heptanedioate